4-HYDROXY-3-(METHOXYCARBONYL)PHENYLBORONIC ACID OC1=C(C=C(C=C1)B(O)O)C(=O)OC